[N-](S(=O)(=O)C(F)(F)F)S(=O)(=O)C(F)(F)F.[N-](S(=O)(=O)C(F)(F)F)S(=O)(=O)C(F)(F)F.OC(CN1C=[N+](C=C1)CC)CO.OC(CN1C=[N+](C=C1)CC)CO 1-(2,3-dihydroxypropyl)-3-ethylimidazolium bis(trifluoromethanesulfonimide)